CN(C)CCCN1CNCNC1 (dimethylaminopropyl)hexahydro-1,3,5-triazine